C(C)OCC1(CCC(CC1)C1=C2N(N=C1CN(CCNC)C)C(CC2)CO)COCC (3-(4,4-bis(Ethoxymethyl)cyclohexyl)-2-((methyl(2-(methylamino)ethyl)amino)methyl)-5,6-dihydro-4H-pyrrolo[1,2-b]pyrazol-6-yl)methanol